NC1=CC(=CC(=C1)C)C 3,5-Xylidine